C(C)(=O)C=1C(=NC(=CC1)N1C=NC2=C1C=CC(=C2)C=2C(=NN(C2)C)OC)N2N=C(C=C2C)C#N 1-[3-acetyl-6-[5-(3-methoxy-1-methyl-pyrazol-4-yl)benzimidazol-1-yl]-2-pyridyl]-5-methyl-pyrazole-3-carbonitrile